ClCCCC=C 5-chloro-1-pentene